1-[(6aR)-4-chloro-3-(2-chloro-6-hydroxyphenyl)-1-(prop-1-yn-1-yl)-6a,7,9,10-tetrahydro-12H-pyrazino[2,1-c]pyrido[3,4-f][1,4]oxazepine-8(6H)-yl]prop-2-en-1-one ClC1=C(N=C(C=2CN3[C@@H](COC21)CN(CC3)C(C=C)=O)C#CC)C3=C(C=CC=C3O)Cl